3-(tert-butoxycarbonylamino)bicyclo[1.1.1]pentane-1-carboxylic acid C(C)(C)(C)OC(=O)NC12CC(C1)(C2)C(=O)O